2-(6-oxo-5-(trifluoromethyl)-1,6-dihydropyridin-3-yl)propanoic acid tert-butyl ester C(C)(C)(C)OC(C(C)C1=CNC(C(=C1)C(F)(F)F)=O)=O